[K].[K].[K].[K].C(CN)N ethylenediamine tetra-potassium